N1=CC=C(C=C1)CCN 2-(4-pyridinyl)ethylamine